[Li].C1(=CC=CC2=CC=CC=C12)C1=C2C=CCC2=CC=C1 4-(1-naphthyl)-indene lithium